NC1=NC=NN2C1=C(C=C2C=2C=CC(=C(C(=O)N[C@@H]1CN(C[C@@H]1F)C(C(C(F)(F)F)C)=O)C2)OC)C(F)(F)F 5-[4-amino-5-(trifluoromethyl)pyrrolo[2,1-f][1,2,4]triazin-7-yl]-N-[(3R,4S)-4-fluoro-1-(3,3,3-trifluoro-2-methylpropanoyl)pyrrolidin-3-yl]-2-methoxybenzamide